COC1=CC=C(S1)B1OC(C(O1)(C)C)(C)C 2-(5-methoxythiophen-2-yl)-4,4,5,5-tetramethyl-1,3,2-dioxaborolane